C(CCCCCCCCCCCCCCCCC)(=O)NN octadecanoyl-hydrazine